methyl (3S)-3-(6-chloro-4-mesitylpyridin-2-yl)-3-(2-(5-(2-(dimethylamino)ethyl)-2-oxo-4-(trifluoromethyl)pyridin-1(2H)-yl)-4-methylpentanamido)propanoate ClC1=CC(=CC(=N1)[C@H](CC(=O)OC)NC(C(CC(C)C)N1C(C=C(C(=C1)CCN(C)C)C(F)(F)F)=O)=O)C1=C(C=C(C=C1C)C)C